FC(OC1=C(C=CC(=C1F)F)[C@H]1[C@H](O[C@@]([C@@H]1C)(C(F)(F)F)C)C(=O)NC1=CC(=NC=C1)C(=O)N)F 4-((2S,3S,4R,5S)-3-(2-(difluoromethoxy)-3,4-difluorophenyl)-4,5-dimethyl-5-(trifluoromethyl)tetrahydrofuran-2-carboxamido)picolinamide